[Co].[Mn].[Ni].[Li].BrCC(O)C1=CC(=CC(=C1)O)O 2-bromo-1-(3,5-dihydroxyphenyl)ethanol lithium nickel manganese cobalt